4H,5H,6H,7H-pyrazolo[1,5-a]pyridin-2-amine N1=C(C=C2N1CCCC2)N